OC1C(C2=CC(=CC=C2C(C1)O)O)=O 2,4,7-trihydroxy-1-tetralone